N-(2-aminoethyl)-N-(2-(2,6-diamino-9H-purin-9-yl)acetyl)-D-serine NCCN([C@H](CO)C(=O)O)C(CN1C2=NC(=NC(=C2N=C1)N)N)=O